NC1=C2N=CN(C2=NC(=N1)F)[C@H]1C[C@@H]([C@@](O1)(C#C)CO[P@](=O)(OC1=CC=CC=C1)N[C@@H](CC1=CC=CC=C1)C(=O)OCCCCCCCCCCCCCC)OC(=O)OCCCCCC Tetradecyl ((S)-(((2R,3S,5R)-5-(6-amino-2-fluoro-9H-purin-9-yl)-2-ethynyl-3-(((hexyloxy)carbonyl)oxy)tetrahydro-furan-2-yl)methoxy)(phenoxy)phosphoryl)-L-phenylalaninate